FC(=CC(CCC=1OC(=CC1)C)C1=CC=CC=C1)F 2-(5,5-difluoro-3-phenyl-pent-4-en-1-yl)-5-methyl-furan